S1C=NC2=C1C=C(C=C2)\C=C\2/N=C(NC2=O)N[C@H]2C(NCCC2)=O (3R)-3-[[(4Z)-4-(1,3-Benzothiazol-6-ylmethylene)-5-oxo-1H-imidazol-2-yl]amino]piperidin-2-one